6-(4-(4-isopropylpiperazin-1-yl)phenyl)-1-methyl-2-(3-(methylsulfonyl)phenyl)-1H-pyrrolo[3,2-b]pyridine C(C)(C)N1CCN(CC1)C1=CC=C(C=C1)C=1C=C2C(=NC1)C=C(N2C)C2=CC(=CC=C2)S(=O)(=O)C